(S)-2-(3-(3-chloropyridin-2-yloxy)pyrrolidin-1-yl)-5-(4-fluorobenzoyl)benzaldehyde ClC=1C(=NC=CC1)O[C@@H]1CN(CC1)C1=C(C=O)C=C(C=C1)C(C1=CC=C(C=C1)F)=O